COC1=C(C=CC=C1OC)/C=C(/C(=O)O)\C1=CC(=C(C=C1)OC)OC (E)-3-(2,3-dimethoxyphenyl)-2-(3,4-dimethoxyphenyl)acrylic acid